COC(=O)N1CCN(CC1)C1=CC=C(C=N1)C=1OC2=C(C=C(C=C2C(C1C)=O)C)[C@@H](C)NC1=C(C(=O)O)C=CC=C1 (R)-2-((1-(2-(6-(4-(methoxycarbonyl)piperazin-1-yl)pyridin-3-yl)-3,6-dimethyl-4-oxo-4H-chromen-8-yl)ethyl)amino)benzoic acid